5-(4-bromo-2,6-dichloro-phenoxy)-2-[(4-methoxyphenyl)methoxy]-N-[1-(methylsulfonylmethyl)cyclopropyl]benzenesulfonamide BrC1=CC(=C(OC=2C=CC(=C(C2)S(=O)(=O)NC2(CC2)CS(=O)(=O)C)OCC2=CC=C(C=C2)OC)C(=C1)Cl)Cl